4-bromo-1-methyl-5-{4-[(methylsulfanyl)methyl]phenyl}pyridin-2-one BrC1=CC(N(C=C1C1=CC=C(C=C1)CSC)C)=O